1,3-bis(2-hydroxypropoxy)benzene OC(COC1=CC(=CC=C1)OCC(C)O)C